BrC1OC(OC1Br)=O 4,5-dibromo-1,3-dioxolan-2-one